(benzylazanediyl)bis(heptane-7,1-diyl) bis(4,4-bis(nonyloxy)butanoate) C(CCCCCCCC)OC(CCC(=O)OCCCCCCCN(CCCCCCCOC(CCC(OCCCCCCCCC)OCCCCCCCCC)=O)CC1=CC=CC=C1)OCCCCCCCCC